CN(C1=CC=C(C2=CC=CC=C12)C)C N,N,4-trimethyl-1-naphthalenamine